5-(3-(5-cyclopropyl-1-(pyrrolidin-3-ylmethyl)-1H-pyrazol-3-yl)-2-fluoro-6-hydroxyphenyl)-1,2,5-thiadiazolidin-3-one 1,1-dioxide C1(CC1)C1=CC(=NN1CC1CNCC1)C=1C(=C(C(=CC1)O)N1CC(NS1(=O)=O)=O)F